6-(2-ethoxy-7H-pyrrolo[2,3-d]pyrimidin-5-yl)quinazoline C(C)OC=1N=CC2=C(N1)NC=C2C=2C=C1C=NC=NC1=CC2